6-fluoro-5-(4-fluoro-3-iodo-phenoxy)-4-methylsulfanyl-1-(p-tolylsulfonyl)indole FC1=C(C(=C2C=CN(C2=C1)S(=O)(=O)C1=CC=C(C=C1)C)SC)OC1=CC(=C(C=C1)F)I